2-fluoro-5-((6-((1-oxo-1,3-dihydroisobenzofuran-5-yl)methyl)-5,6,7,8-tetrahydropyrido[4,3-d]pyrimidin-2-yl)amino)benzonitrile FC1=C(C#N)C=C(C=C1)NC=1N=CC2=C(N1)CCN(C2)CC=2C=C1COC(C1=CC2)=O